ClC1=CC=C2C(=NN(C2=C1)C1=CC(=CC=C1)F)C(C)N1N=C(C=2C1=NC=NC2N)C 1-(1-(6-chloro-1-(3-fluorophenyl)-1H-indazol-3-yl)ethyl)-3-methyl-1H-pyrazolo[3,4-d]pyrimidin-4-amine